5-chloro-2-nitro-phenol ClC=1C=CC(=C(C1)O)[N+](=O)[O-]